NC=1SC2=C(N1)C(=CC=C2F)C2=C(C=C1C(=NC(N3C1=C2SCC2(CCC2)C3)=O)N3CCNCC3)C(F)(F)F (R)-11-(2-amino-7-fluorobenzo[d]thiazol-4-yl)-8-(piperazin-1-yl)-10-(trifluoromethyl)-2H-spiro[[1,4]thiazepino[2,3,4-ij]quinazoline-3,1-cyclobutan]-6(4H)-one